N,N'-diphenyl-[1,1'-biphenyl]-4,4'-diamine C1(=CC=CC=C1)NC1=CC=C(C=C1)C1=CC=C(C=C1)NC1=CC=CC=C1